CC1=CC=C(C=C1)S(=O)(=O)O.ClC1=C(C=C(C=C1)NC(NC1=CC=C(OC2=CC(=NC=C2)C(=O)NC)C=C1)=O)C(F)(F)F 4-(4-{3-[4-chloro-3-(trifluoromethyl)phenyl]ureido}phenoxy)-N2-methylpyridine-2-carboxamide mono(4-methylbenzenesulfonate)